FC1=CN(C2=NC(=CC=C21)CC2CC1(CN(C1)C(=O)C1CC(C1)(C)O)C2)C (6-((3-Fluoro-1-methyl-1H-pyrrolo[2,3-b]pyridin-6-yl)methyl)-2-azaspiro[3.3]heptan-2-yl)((1s,3s)-3-hydroxy-3-methylcyclobutyl)methanon